3-[(3-fluorophenyl)methyl]-6-{[2-(1-methylpyrazol-4-yl)-4-pyridyl]oxy}quinazolin-4-one FC=1C=C(C=CC1)CN1C=NC2=CC=C(C=C2C1=O)OC1=CC(=NC=C1)C=1C=NN(C1)C